1-(3-bromobenzyl)-3-methoxy-2-oxoquinoline-4-carboxylic acid ethyl ester C(C)OC(=O)C1=C(C(N(C2=CC=CC=C12)CC1=CC(=CC=C1)Br)=O)OC